piperidine-4-yl [1,1'-biphenyl]-2-ylcarbamate C1(=C(C=CC=C1)NC(OC1CCNCC1)=O)C1=CC=CC=C1